C(#C)C1=CC(=CC=2N1N=CC2)C(=O)N 7-ethynylpyrazolo[1,5-a]pyridine-5-carboxamide